((2R,4S)-2-(((S)-1-(((6-amino-2-methylpyridin-3-yl)methyl)amino)-1-oxopropan-2-yl)carbamoyl)-4-phenylpiperidin-1-yl)propanoic acid NC1=CC=C(C(=N1)C)CNC([C@H](C)NC(=O)[C@@H]1N(CC[C@@H](C1)C1=CC=CC=C1)C(C(=O)O)C)=O